(2R,4R)-6-chloro-4-hydroxy-N-[3-({4-[cis-3-(trifluoromethoxy)cyclobutyl]-1,3-thiazol-2-yl}oxy)bicyclo[1.1.1]pentan-1-yl]-3,4-dihydro-2H-1-benzopyran-2-carboxamide ClC=1C=CC2=C([C@@H](C[C@@H](O2)C(=O)NC23CC(C2)(C3)OC=3SC=C(N3)[C@@H]3C[C@@H](C3)OC(F)(F)F)O)C1